5-[(E)-2-(4-Tert-butylphenyl)ethenyl]benzene-1,3-diol C(C)(C)(C)C1=CC=C(C=C1)/C=C/C=1C=C(C=C(C1)O)O